C(C)(C)(C)N1C=C(C2=CC=CC(=C12)C1=NC=C(C=C1)COC(C1=CC=CC=C1)(C1=CC=CC=C1)C1=CC=CC=C1)Br tert-butyl-3-bromo-7-{5-[(triphenylmethoxy)methyl]pyridin-2-yl}-1H-indole